6-(4-chlorophenyl)-2-(3-fluorophenyl)-N-[(1S)-1-(hydroxymethyl)-3-methylbutyl]-3-oxo-2,3-dihydropyridazine-4-carboxamide ClC1=CC=C(C=C1)C=1C=C(C(N(N1)C1=CC(=CC=C1)F)=O)C(=O)N[C@@H](CC(C)C)CO